N-(tert-butyl)benzothiazole-2-sulfenamide C(C)(C)(C)NSC=1SC2=C(N1)C=CC=C2